CS(=O)(=O)C1=CC=C(C=C1)CC(=O)O (4-(methylsulfonyl)phenyl)acetic acid